2,3-bis[2-(2-nitrophenoxy)ethoxy]-1,4-dioxane [N+](=O)([O-])C1=C(OCCOC2OCCOC2OCCOC2=C(C=CC=C2)[N+](=O)[O-])C=CC=C1